(2-amino-3-(3-((6-(3,5-difluorophenoxy) pyridin-3-yl) methyl) isoxazol-5-yl) pyridin-1-ium-1-yl) methylphosphonate CP(O[N+]1=C(C(=CC=C1)C1=CC(=NO1)CC=1C=NC(=CC1)OC1=CC(=CC(=C1)F)F)N)([O-])=O